2-(4-ethylbenzyl)phenyl 6-O-methoxycarbonyl-β-D-glucopyranoside COC(=O)OC[C@@H]1[C@H]([C@@H]([C@H]([C@H](OC2=C(C=CC=C2)CC2=CC=C(C=C2)CC)O1)O)O)O